N-(1-(quinolin-8-yl)ethyl)benzamide N1=CC=CC2=CC=CC(=C12)C(C)NC(C1=CC=CC=C1)=O